CC(C)(C)C1(C(CCC(C1O)C(C)(C)C)=O)O 2,4-bis(1,1-dimethylethyl)-2,3-dihydroxycyclohexanone